C1(CCCC2C=CC=CC12)C(=O)NCC1=NOC(C1)C(=O)OCC ethyl 3-[(1,2,3,4,4a,8a-hexahydronaphthalene-1-carbonylamino)methyl]-4,5-dihydroisoxazole-5-carboxylate